1-BENZYL 2-(3-(3,4,5-TRIMETHOXYPHENYL)PROPYL)PIPERIDINE-1,2-DICARBOXYLATE COC=1C=C(C=C(C1OC)OC)CCCC1(N(CCCC1)C(=O)OCC1=CC=CC=C1)C(=O)[O-]